5-methyl-N4-caproyl-cytidine triphosphate P(O)(=O)(OP(=O)(O)OP(=O)(O)O)OC[C@@H]1[C@H]([C@H]([C@@H](O1)N1C(=O)N=C(NC(CCCCC)=O)C(=C1)C)O)O